ClC1=CC=C(C(=N1)C1=C(C=NC=C1)F)NC(C)C=1C=2C3=C(N(C(C2C=C(C1)C)=O)C)N(N=C3)CC3CCN(CC3)C(=O)NCC 4-((9-(1-((6-chloro-3'-fluoro-[2,4'-bipyridin]-3-yl)amino)ethyl)-4,7-dimethyl-5-oxo-4,5-dihydro-3H-pyrazolo[3,4-c]isoquinolin-3-yl)methyl)-N-ethylpiperidine-1-carboxamide